C(CCCCCC(C)(C)C)(=O)OOC(CC(C)O)(C)C 3-hydroxy-1,1-di-methylbutyl peroxy-neodecanoate